3-((4-(2-(2,6-dioxopiperidin-3-yl)-1,3-dioxoisoindolin-5-yl)-4-hydroxypiperidin-1-yl)methyl)benzamide O=C1NC(CCC1N1C(C2=CC=C(C=C2C1=O)C1(CCN(CC1)CC=1C=C(C(=O)N)C=CC1)O)=O)=O